bis(diisopropylamino)(trichloroethoxy)phosphine C(C)(C)N(C(C)C)P(OCC(Cl)(Cl)Cl)N(C(C)C)C(C)C